2-[6-[3-(Difluoromethyl)-4-fluoro-phenyl]pyrazolo[4,3-b]pyridin-1-yl]-1-(3-fluoroazetidin-1-yl)ethanone FC(C=1C=C(C=CC1F)C=1C=C2C(=NC1)C=NN2CC(=O)N2CC(C2)F)F